2',6-bis(trifluoromethyl)-[3,4'-bipyridine] FC(C1=NC=CC(=C1)C=1C=NC(=CC1)C(F)(F)F)(F)F